[C@H]12[C@H](C[C@H](CC1)C2)N2C(C(=CC1=C2N=C(N=C1)S(=O)C)C#N)=O 8-((1S,2S,4R)-bicyclo[2.2.1]hept-2-yl)-2-(methylsulfinyl)-7-oxo-7,8-dihydropyrido[2,3-d]pyrimidine-6-carbonitrile